CS(=O)(=O)NC1=CC(=C(OC=2C=C(OCCOC3CCN(CC3)C(=O)OC(C)(C)C)C=CC2)C=C1)C=1C2=C(C(N(C1)C)=O)NC=C2 tert-butyl 4-[2-[3-[4-(methanesulfonamido)-2-(6-methyl-7-oxo-1H-pyrrolo[2,3-c]pyridin-4-yl)phenoxy]phenoxy]ethoxy]piperidine-1-carboxylate